FC(C1=NN=C(S1)N1C(N(C2=C1C=C(C=C2N2C[C@H](N(CC2)C(C(C)C)=O)C)S(=O)(=O)NC2(COC2)CF)C)=O)F 3-[5-(difluoromethyl)-1,3,4-thiadiazol-2-yl]-N-[3-(fluoromethyl)oxetan-3-yl]-1-methyl-2-oxo-7-[(3R)-3-methyl-4-(2-methylpropanoyl)piperazin-1-yl]benzimidazole-5-sulfonamide